CN1CCN(CCC1)C1=CC=C(C=C1)[N+](=O)[O-] 1-methyl-4-(4-nitrophenyl)-1,4-diazepan